BrC1=C(C=NS1)C 5-bromo-4-methyl-1,2-thiazole